(S)-(3-(1-amino-1,3-dihydrospiro[indene-2,4'-piperidine]-1'-yl)-6-(3-(pyridin-4-oxy)prop-1-yn-1-yl)pyrazin-2-yl)methanol N[C@@H]1C2=CC=CC=C2CC12CCN(CC2)C=2C(=NC(=CN2)C#CCOC2=CC=NC=C2)CO